2-(4-nitrophenyl)-pyrrolidine [N+](=O)([O-])C1=CC=C(C=C1)C1NCCC1